C1(=CC=CC=C1)C=1N=NSC1NC(=O)C1N(CCC1)C(C(NC(C(C)NC)=O)C1CCCCC1)=O 1-[2-Cyclohexyl-2-(2-methylamino-propionylamino)-acetyl]-pyrrolidine-2-carboxylic acid (4-phenyl-[1,2,3]thiadiazol-5-yl)-amide